OC1=C(C=CC(=C1)C(F)(F)F)C1=NN=C(C2=CC=CC=C12)NC1CN(CCC1)C 4-(2-Hydroxy-4-(trifluoromethyl)phenyl)-1-((1-methylpiperidin-3-yl)amino)phthalazine